OC1=CC=C2[C@@H]([C@]3(CCCC4=CC=CC=C34)OCC2=C1)C1=CC=C(C=C1)N1CCC(CC1)CN1CCN(CC1)C=1C=C2CN(C(C2=CC1)=O)[C@@H]1C(NC(CC1)=O)=O (S)-3-(5-(4-((1-(4-((3S,4S)-7-hydroxy-3',4'-dihydro-2'H-spiro[isochromane-3,1'-naphthalen]-4-yl)phenyl)piperidin-4-yl)methyl)piperazin-1-yl)-1-oxoisoindolin-2-yl)piperidine-2,6-dione